2-propenyl-(3-chloropropyl)dimethylsilane C(C=C)[Si](C)(C)CCCCl